(R)-N-(1-(5-Amino-4-methylpyridin-2-yl)piperidin-3-yl)-6-morpholinopyrimidin-4-amine NC=1C(=CC(=NC1)N1C[C@@H](CCC1)NC1=NC=NC(=C1)N1CCOCC1)C